O[C@@H]1CN(C[C@@H]1C)C(=O)OC(C)(C)C |r| rac-tert-butyl (3S,4S)-3-hydroxy-4-methylpyrrolidine-1-carboxylate